hydroxymethyl-furoic acid OCC1=C(OC=C1)C(=O)O